methyl 2-(4-(((tert-butyldimethylsilyl)oxy)methyl)-3-fluoro-2-nitrophenyl)cyclopent-1-ene-1-carboxylate [Si](C)(C)(C(C)(C)C)OCC1=C(C(=C(C=C1)C1=C(CCC1)C(=O)OC)[N+](=O)[O-])F